C1(C(CCC2=CC=CC=C12)=O)=O 3,4-dihydro-1,2-naphthoquinone